BrC1=CC2=C([N+](=C(N=[N+]2[O-])NCCC(=O)OC2CN(CC2)C)[O-])C=C1 7-bromo-3-((3-((1-methylpyrrolidin-3-yl)oxy)-3-oxopropyl)amino)benzo[e][1,2,4]triazine-1,4-dioxide